2-[(2,6-difluoro-4-pyridyl)-formyl-amino]-N-(2,2-dimethyl-cyclobutyl)-5-methyl-thiazole-4-carboxamide FC1=NC(=CC(=C1)N(C=1SC(=C(N1)C(=O)NC1C(CC1)(C)C)C)C=O)F